((4-bromo-2-fluorophenyl)amino)-2,2-dimethylpropionitrile BrC1=CC(=C(C=C1)NCC(C#N)(C)C)F